(2-((5-Chloro-2-(quinolin-8-ylamino)pyrimidin-4-yl)amino)phenyl)dimethylphosphine oxide ClC=1C(=NC(=NC1)NC=1C=CC=C2C=CC=NC12)NC1=C(C=CC=C1)P(C)(C)=O